C(C1=CC=CC=C1)SC1=CC(=C(C=C1)NC=1N=CC2=C(N1)N(C(C21CC1)=O)C1CCCC1)C 2'-((4-(Benzylthio)-2-methylphenyl)amino)-7'-cyclopentylspiro[cyclopropane-1,5'-pyrrolo[2,3-d]pyrimidin]-6'(7'H)-one